C1N(CC12CCNCC2)C=2N=NC(=CN2)C2=C(C=C(C=C2)C=2C(=NNC2)F)O 2-[3-(2,7-diazaspiro[3.5]non-2-yl)-1,2,4-triazin-6-yl]-5-(3-fluoro-1H-pyrazol-4-yl)phenol